C(C#CC)N1C(=NOC1=O)CC1=C(C=CC=C1F)Cl 4-(but-2-yn-1-yl)-3-[(2-chloro-6-fluorophenyl)methyl]-4,5-dihydro-1,2,4-oxadiazol-5-one